FC(C(=O)N[C@H]1C[C@H](NCC1)C1=CC=CC=C1)(F)F 2,2,2-trifluoro-N-((2S,4R)-2-phenylpiperidin-4-yl)acetamide